(R)-2-methyl-2-(1-methyl-5-(3-methylmorpholinyl)-3-(1H-pyrazol-3-yl)-1H-pyrazolo[4,3-b]pyridin-7-yl)propionitrile CC(C#N)(C)C1=C2C(=NC(=C1)N1[C@@H](COCC1)C)C(=NN2C)C2=NNC=C2